1-(3,3-difluoropropyl)-N-[(3S)-5-methyl-4-oxo-2,3-dihydro-1,5-benzoxazepin-3-yl]pyrazolo[4,3-c]pyridine-6-carboxamide FC(CCN1N=CC=2C=NC(=CC21)C(=O)N[C@H]2COC1=C(N(C2=O)C)C=CC=C1)F